2-((S)-2-((S)-1-((S)-2-Amino-3-(4-hydroxyphenyl)propanoyl)pyrrolidine-2-carboxamido)-2-phenylethyl)pyridine N[C@H](C(=O)N1[C@@H](CCC1)C(=O)N[C@@H](CC1=NC=CC=C1)C1=CC=CC=C1)CC1=CC=C(C=C1)O